1-(4-(4-amino-1-cyclopropyl-1H-pyrazolo[3,4-d]pyrimidin-3-yl)-2-(hydroxymethyl)phenyl)-3-(5-(1-(trifluoromethyl)cyclopropyl)isoxazol-3-yl)urea NC1=C2C(=NC=N1)N(N=C2C2=CC(=C(C=C2)NC(=O)NC2=NOC(=C2)C2(CC2)C(F)(F)F)CO)C2CC2